C(C1=CC=CC=C1)NC1=NC=CC(=N1)C=NC1CCCCC1 N-benzyl-4-((Cyclohexylimino)-methyl)pyrimidin-2-amine